N-(2-fluoro-4-(1-methylazetidin-3-yl)phenyl)-2-(4-(4-fluorophenyl)-1-isopropyl-1H-imidazol-5-yl)thiazole-4-carboxamide FC1=C(C=CC(=C1)C1CN(C1)C)NC(=O)C=1N=C(SC1)C1=C(N=CN1C(C)C)C1=CC=C(C=C1)F